N-(1-(4-fluoro-3-methoxyphenyl)-1-hydroxy-2-methylpropan-2-yl)-6,7-dihydro-5H-cyclopenta[b]pyridine-3-carboxamide FC1=C(C=C(C=C1)C(C(C)(C)NC(=O)C=1C=C2C(=NC1)CCC2)O)OC